N-(8,9-Difluoro-6-oxo-1,2,3,4,5,6-hexahydrobenzo[c][1,7]naphthyridin-1-yl)-5-fluoro-N-methylisoindoline-2-carboxamide FC=1C(=CC2=C(C(NC=3CNCC(C23)N(C(=O)N2CC3=CC=C(C=C3C2)F)C)=O)C1)F